[N+](=O)(OC(CO)C1CCN(CC1)S(=O)(=O)C1=CC(=C(C=C1)OCC)C1=NN2C(C(N1)=O)=C(N=C2CCC)C)[O-] 1-(1-((4-Ethoxy-3-(5-methyl-4-oxo-7-propyl-3,4-dihydroimidazo[5,1-f][1,2,4]triazin-2-yl) phenyl) sulfonyl) piperidin-4-yl)-2-hydroxyethyl nitrate